[Na].[N+](=O)([O-])C1=C(C(=CC(=C1)[N+](=O)[O-])[N+](=O)[O-])O 2,4,6-trinitrophenol sodium